C(C)OCOC1=C(C=CC(=C1)C(F)(F)F)C1=NN=C(C2=CC=CC=C12)N 4-(2-(ethoxymethoxy)-4-(trifluoromethyl)phenyl)phthalazin-1-amine